(3S,5S)-1-((4-fluorophenyl)sulfonyl)-5-(3-(3-phenylpropyl)-1,2,4-oxadiazol-5-yl)pyrrolidine-3-carbonitrile FC1=CC=C(C=C1)S(=O)(=O)N1C[C@H](C[C@H]1C1=NC(=NO1)CCCC1=CC=CC=C1)C#N